CC(C(C)O)C 3-methyl-butan-2-ol